COC=1C=C(C=CC1)C1=CC=NN1CC(C)C 5-(3-methoxyphenyl)-1-(2-methylpropyl)-1H-pyrazole